C1(CC1)C1=CC=C(C=N1)C(CC)N1C[C@@H](N(C[C@H]1CC)C=1C=2N(N(C(C1)=O)C)C=C(N2)CC#N)CC 2-(8-((2s,5r)-4-(1-(6-cyclopropylpyridin-3-yl)propyl)-2,5-diethylpiperazin-1-yl)-5-methyl-6-oxo-5,6-dihydroimidazo[1,2-b]pyridazin-2-yl)acetonitrile